6-methyl-4-(1-(oxetan-3-yl)-2-oxo-5-phenyl-1,2-dihydropyridin-4-yl)-1-tosyl-2-(1-(trifluoromethyl)-1H-pyrazol-4-yl)-1,6-dihydro-7H-pyrrolo[2,3-c]pyridin-7-one CN1C(C2=C(C(=C1)C1=CC(N(C=C1C1=CC=CC=C1)C1COC1)=O)C=C(N2S(=O)(=O)C2=CC=C(C)C=C2)C=2C=NN(C2)C(F)(F)F)=O